2-Methyl-3-biphenylmethanol CC1=C(C=CC=C1CO)C1=CC=CC=C1